P(OCC)(OC1=C(C=CC=C1)C(=O)C1=CC=CC=C1)=O ethyl benzeneformylphenyl phosphonate